allyl cyclohexyl propionate CC(CC=C)C(=O)OC1CCCCC1